FC(CC[Si](OC)(OC)N1C(CCCC1)CC)(F)F trifluoropropyl-2-ethylpiperidinyl-dimethoxysilane